NC\C=C(\CN1N=NC2=C1C=C(C=C2C2=CC(=C(C=C2)OC)S(NC2CC2)(=O)=O)C(=O)NC)/F (Z)-1-(4-amino-2-fluorobut-2-en-1-yl)-4-(3-(N-cyclopropylsulfamoyl)-4-methoxyphenyl)-N-methyl-1H-benzo[d][1,2,3]triazole-6-carboxamide